2-(methylthio)ethane-1-ol CSCCO